(4-(2-methyl-1H-imidazol-1-yl)phenyl)methylamine CC=1N(C=CN1)C1=CC=C(C=C1)CN